(S)-2-((4-(6-((2-isopropyl-2H-indazol-6-yl)methoxy)pyridin-2-yl)piperidin-1-yl)methyl)-1-(oxetan-2-ylmethyl)-1H-benzo[d]imidazole-6-carboxylic acid C(C)(C)N1N=C2C=C(C=CC2=C1)COC1=CC=CC(=N1)C1CCN(CC1)CC1=NC2=C(N1C[C@H]1OCC1)C=C(C=C2)C(=O)O